CN(CCN(C1=C(C=C(C=C1)NC=1N=C(C2=C(N1)NC=C2)C2=CN(C1=CC=C(C=C21)F)C)NC(C)=O)CC)C N-(2-((2-(dimethylamino)ethyl)(ethyl)amino)-5-((4-(5-fluoro-1-methyl-1H-indol-3-yl)-7H-pyrrolo[2,3-d]pyrimidin-2-yl)amino)phenyl)acetamide